CN1N=CC2=CC=C(C=C12)C=1C2=C(NN1)C1=C(C2)SC(=C1)C1=CC=C(C=N1)CN1CCOCC1 4-((6-(3-(1-Methyl-1H-indazol-6-yl)-1,4-dihydrothieno[2',3':4,5]cyclopenta[1,2-c]pyrazol-6-yl)pyridin-3-yl)methyl)morpholine